2'-Chloro-5'-(difluoromethoxy)-6-methyl-[4,4'-bipyridine]-3-carboxylic acid ClC1=NC=C(C(=C1)C1=C(C=NC(=C1)C)C(=O)O)OC(F)F